(2-aminoethyl)-3-(6-((((3-(6-hydroxy-3-oxoisoindolin-1-yl)-1H-indol-2-yl)methyl)amino)methyl)-1-((1-methyl-1H-imidazol-4-yl)methyl)-1H-indol-3-yl)propenamide NCCC(C(=O)N)=CC1=CN(C2=CC(=CC=C12)CNCC=1NC2=CC=CC=C2C1C1NC(C2=CC=C(C=C12)O)=O)CC=1N=CN(C1)C